(3aS,4S,6R,6aR)-6-(4-chloro-7H-pyrrolo[2,3-d]pyrimidin-7-yl)-N-methoxy-N,2,2,3a-tetramethyltetrahydrofuro[3,4-d][1,3]dioxole-4-carboxamide ClC=1C2=C(N=CN1)N(C=C2)[C@@H]2O[C@@H]([C@@]1([C@H]2OC(O1)(C)C)C)C(=O)N(C)OC